2-bromo-5-(1,1-difluoroethyl)-1,3-dimethylbenzene BrC1=C(C=C(C=C1C)C(C)(F)F)C